N-(1-cyanocyclopropyl)-2-(5-(3,5-dichlorophenyl)-5-(trifluoromethyl)-4,5-dihydroisoxazol-3-yl)-2,3-dihydro-1H-pyrrolo[3,4-c]pyridine-6-carboxamide C(#N)C1(CC1)NC(=O)C1=CC2=C(C=N1)CN(C2)C2=NOC(C2)(C(F)(F)F)C2=CC(=CC(=C2)Cl)Cl